1-(2-fluoro-4-(4-(trifluoromethyl)piperidin-1-yl)phenyl)cyclohexane-1,4-diamine FC1=C(C=CC(=C1)N1CCC(CC1)C(F)(F)F)C1(CCC(CC1)N)N